((2R,7aS)-2-fluorotetrahydro-1H-pyrrolizin-7a(5H)-yl-3,3-d2)methanol F[C@@H]1C[C@@]2(CCCN2C1([2H])[2H])CO